(3-(2,4,6-Trifluorophenoxy)cyclobutyl)methanol FC1=C(OC2CC(C2)CO)C(=CC(=C1)F)F